2-((1S,2S)-2-aminocyclohexyl)-N-benzyl-5-chloro-3-methylthieno[3,2-b]pyridin-7-amine N[C@@H]1[C@H](CCCC1)C1=C(C2=NC(=CC(=C2S1)NCC1=CC=CC=C1)Cl)C